N-[5-(amino-sulfonyl)-4-methyl-1,3-thiazol-2-yl]-N-methyl-2-[4-(2-pyridyl)phenyl]acetamide NS(=O)(=O)C1=C(N=C(S1)N(C(CC1=CC=C(C=C1)C1=NC=CC=C1)=O)C)C